ClC1=NC(=CC(=C1)C(=O)OC(C)(C)C)NN tert-butyl 2-chloro-6-hydrazinopyridine-4-carboxylate